tert-butyl (6R)-6-[4-[3-(1-methylpyrazol-4-yl)-2-pyridyl]piperazin-1-yl]-2-azaspiro[3.4]octane-2-carboxylate CN1N=CC(=C1)C=1C(=NC=CC1)N1CCN(CC1)[C@H]1CC2(CN(C2)C(=O)OC(C)(C)C)CC1